C[C@@H]1CN(C[C@@H](O1)C)C1=NC=C(C=N1)NC(=O)C1=C(OC=2N=CN=C(C21)NC2(CC2)C)C N-{2-[(2r,6s)-2,6-dimethylmorpholin-4-yl]pyrimidin-5-yl}-6-methyl-4-[(1-methylcyclopropyl)amino]furo[2,3-d]pyrimidine-5-carboxamide